2-(2-(4,4-dimethylcyclohex-1-en-1-yl)ethyl)-1,3-dioxolan CC1(CC=C(CC1)CCC1OCCO1)C